C(C)(C)(C)OC([C@@H](NC(N[C@H](C(=O)OC(C)(C)C)CCCCNC(=O)NC1=CC(=CC=C1)C#C)=O)CCC(=O)OC(C)(C)C)=O (((S)-1-(tert-butoxy)-6-(3-(3-ethynylphenyl)ureido)-1-oxohex-2-yl)carbamoyl)-L-glutamic acid di-tert-butyl ester